C1(CC1)N1N=CC(=C1)[C@@H]1CN(C[C@@H](O1)C)C1=NC2=NC(=C(N=C2C(=N1)C12CC(C1)(C2)C(F)(F)F)C)C (2R,6S)-2-(1-cyclopropyl-1H-pyrazol-4-yl)-4-(6,7-dimethyl-4-(3-(trifluoromethyl)bicyclo[1.1.1]pentan-1-yl)pteridin-2-yl)-6-methylmorpholine